2-(5-(1,3-dioxolan-2-yl)-6-ethoxy-2-methylpyrimidin-4-yl)-N-(1-(difluoromethyl)cyclopropyl)-2-fluoroacetamide O1C(OCC1)C=1C(=NC(=NC1OCC)C)C(C(=O)NC1(CC1)C(F)F)F